4-(8-methyl-3,8-diazabicyclo[3.2.1]-octan-3-yl)-1H-benzo[d]imidazole CN1C2CN(CC1CC2)C2=CC=CC=1NC=NC12